ethyl-N-(3-carboxy-1-oxopropyl)-(4S)-(p-phenylphenylmethyl)-4-amino-(2R)-methylbutanoic acid C(C)C([C@@](C(=O)O)(C)CC1=CC=C(C=C1)C1=CC=CC=C1)CNC(CCC(=O)O)=O